ClC1=CC=C(C(=N1)C(=O)O)N[C@H](C)C1=C2N=C(C(=NC2=CC(=C1)C)C#N)N(C)C1C(CC2=CC=CC=C12)OC 6-chloro-3-(((1R)-1-(2-cyano-3-((2-methoxy-2,3-dihydro-1H-inden-1-yl)(methyl)amino)-7-methylquinoxalin-5-yl)ethyl)amino)picolinic acid